2-(6-Chloro-benzothiazol-2-ylamino)-1-methyl-1H-benzoimidazole-5-carboxylic acid (2-cyano-ethyl)-amide C(#N)CCNC(=O)C1=CC2=C(N(C(=N2)NC=2SC3=C(N2)C=CC(=C3)Cl)C)C=C1